C1=CC=CC=2C3=CC=CC=C3N(C12)C1=CC=C(C2=CC=CC=C12)OB(O)O (4-(9H-carbazol-9-yl)naphthalene-1-yl)boric acid